tert-butyl 3-methyl-4-[(trimethylsilyl)oxy]-5,6-dihydro-2H-pyridine-1-carboxylate CC=1CN(CCC1O[Si](C)(C)C)C(=O)OC(C)(C)C